O1N=CC=2C1=NN=CC2 isoxazolo[5,4-c]pyridazine